N-(4b-hydroxy-7-isopropyl-10-oxo-9b,10-dihydro-4bH-indeno[1,2-b]benzofuran-9b-yl)-2-oxooctanamide OC12OC3=C(C1(C(C1=CC=CC=C12)=O)NC(C(CCCCCC)=O)=O)C=CC(=C3)C(C)C